3-(10-phenyl-9-anthryl)dibenzofuran C1(=CC=CC=C1)C1=C2C=CC=CC2=C(C2=CC=CC=C12)C=1C=CC2=C(OC3=C2C=CC=C3)C1